C1(CC1)COC1=CC(=C2C(NC(=NC2=C1)CSC1CCN(CC1)C(=O)OC(C)(C)C)=O)F tert-butyl 4-(((7-(cyclopropylmethoxy)-5-fluoro-4-oxo-3,4-dihydroquinazolin-2-yl)methyl)thio)piperidine-1-carboxylate